ethyl cis-2-(1-benzofuran-4-yl)cyclopropane-1-carboxylate O1C=CC2=C1C=CC=C2[C@@H]2[C@@H](C2)C(=O)OCC